2-(2H-benzotriazol-2-yl)-6-decyl-4-heptylphenol N=1N(N=C2C1C=CC=C2)C2=C(C(=CC(=C2)CCCCCCC)CCCCCCCCCC)O